FC=1C=C2C(=NNC2=CC1F)C=1C=C2C(CCNC2=CN1)(C)C 6-(5,6-difluoro-1H-indazol-3-yl)-4,4-dimethyl-2,3-dihydro-1H-1,7-naphthyridine